Cl.CN(CCCOC[C@@]12C[C@H](N[C@H]2C1)C(=O)OCC)C Ethyl (1S,3S,5R)-5-((3-(dimethylamino)propoxy)methyl)-2-azabicyclo[3.1.0]hexane-3-carboxylate hydrochloride